FC=1C=CC2=C(C1)C1=C(C(N([C@](CO1)(C(=O)N(C(OC(C)(C)C)=O)[C@@H](C)C1=CC=CC=C1)C)CC#C)=O)O2 tert-butyl ((R)-9-fluoro-3-methyl-5-oxo-4-(prop-2-yn-1-yl)-2,3,4,5-tetrahydrobenzofuro[2,3-f][1,4]oxazepine-3-carbonyl)((S)-1-phenylethyl)carbamate